(2S,3S,4R,5R)-4-[[3-(3,4-difluoro-2-methyl-phenyl)-4,5-dimethyl-5-(trifluoromethyl)tetrahydrofuran-2-carbonyl]amino]pyridine-2-carboxamide FC=1C(=C(C=CC1F)[C@H]1[C@H](O[C@]([C@@H]1C)(C(F)(F)F)C)C(=O)NC1=CC(=NC=C1)C(=O)N)C